C1=CC(=C(C=C1Br)Br)NC2=C(C=C(C=C2)Br)Br 2,2',4,4'-tetrabromodiphenylamine